2-((2-oxa-8-azaspiro[4.5]dec-8-yl)methyl)-6-(3-(1-(4-methyl-4H-1,2,4-triazol-3-yl)cyclobutyl)phenyl)-4-(trifluoromethyl)-1,6-dihydro-7H-pyrrolo[2,3-c]pyridin-7-one C1OCCC12CCN(CC2)CC2=CC1=C(C(N(C=C1C(F)(F)F)C1=CC(=CC=C1)C1(CCC1)C1=NN=CN1C)=O)N2